C(C)OC(CN(C(OCC1=CC=CC=C1)=O)C1=C(C=CC=C1)I)OCC Benzyl (2,2-diethoxyethyl)(2-iodophenyl)carbamate